(2S)-2-[(5-{[(2,4-diamino-6-oxo-1,6-dihydropyrimidin-5-yl)carbamoyl]amino}pyridin-2-yl)formamido]-3-phenylpropanoic acid NC=1NC(C(=C(N1)N)NC(=O)NC=1C=CC(=NC1)C(=O)N[C@H](C(=O)O)CC1=CC=CC=C1)=O